C[Si](C)(C)/C=C/[Si](C)(C)C trans-bis(trimethylsilyl)ethylene